difluorodifluoromethylornithine F[C@](N(C(F)F)F)(CCCN)C(=O)O